N[C@@H](C)CO |r| (+/-)-alaninol